5-chloro-7-methyl-2,3-dihydro-1H-inden-1-one ClC=1C=C2CCC(C2=C(C1)C)=O